(4-methoxybenzyl)-4-(2-(3,4,5-trimethoxybenzoyl)hydrazine-1-carbonyl)-N-(3,4,5-trimethoxyphenyl)benzamide COC1=CC=C(CC2=C(C(=O)NC3=CC(=C(C(=C3)OC)OC)OC)C=CC(=C2)C(=O)NNC(C2=CC(=C(C(=C2)OC)OC)OC)=O)C=C1